Methyl (tert-butoxycarbonyl)-L-phenylalaninate C(C)(C)(C)OC(=O)N[C@@H](CC1=CC=CC=C1)C(=O)OC